ClC1=NC(=C2N=CN(C2=N1)[C@H]1[C@@H]([C@@H]([C@H](O1)COCP(OCOC(=O)OCC(C)(C)C)(=O)OCOC(=O)OCC(C)(C)C)O)O)N[C@@H]1COCC1 bis({[(2,2-dimethylpropoxy)carbonyl]oxy}methyl) {[(2R,3S,4R,5R)-5-(2-chloro-6-{[(3S)-oxolan-3-yl]amino}-9H-purin-9-yl)-3,4-dihydroxyoxolan-2-yl]methoxy}methanephosphonate